DIBENZOFURAN-1-BORONIC ACID C1(=CC=CC=2OC3=C(C21)C=CC=C3)B(O)O